ClC=1C=CC(=C(C1)C1=CC=C2C(=CN=NC2=C1)NCC1=C(C=C(C=C1)OC)OC)OCC1OCCC1 7-[5-chloro-2-(oxacyclopent-2-ylmethoxy)phenyl]-N-[(2,4-dimethoxyphenyl)methyl]Cinnolin-4-amine